(1R,2S,5R)-1-amino-2-(((2S,3S)-2-amino-3-methylpentanamido)methyl)-5-(2-boronoethyl)cyclohexane-1-carboxylic acid N[C@]1([C@@H](CC[C@H](C1)CCB(O)O)CNC([C@H]([C@H](CC)C)N)=O)C(=O)O